COC(=O)C1=NC=C(C=C1)C(F)F 5-(difluoromethyl)pyridine-2-carboxylic acid methyl ester